C(#N)C=1C=C(C=CC1)[C@@H]1N(OCC1)C1=CC(=NC=N1)NC=1C(=CC(=C(C1)NC(C=C)=O)N1CCC(CC1)O)OC N-(5-((6-((R)-3-(3-cyanophenyl)isoxazolidine-2-yl)pyrimidine-4-yl)amino)-2-(4-hydroxypiperidine-1-yl)-4-methoxyphenyl)acrylamide